5-chloro-2-methyl-N-((1r,4r)-4-((2-oxo-3-(6-(2-oxopyrrolidin-1-yl)pyridin-3-yl)-2,3-dihydro-1H-benzo[d]imidazol-1-yl)methyl)cyclohexyl)nicotinamide ClC=1C=NC(=C(C(=O)NC2CCC(CC2)CN2C(N(C3=C2C=CC=C3)C=3C=NC(=CC3)N3C(CCC3)=O)=O)C1)C